[N+](=O)([O-])C=1C(=NN(C1)COCC[Si](C)(C)C)OC1(CC1)CO (1-((4-nitro-1-((2-(trimethylsilyl)ethoxy)methyl)-1H-pyrazol-3-yl)oxy)cyclopropyl)methanol